NC1=C(C(=NN1C1CN(CCC1)C#N)C1=CC(=C(C=C1)OC)OC1CCCC1)C(=O)N 5-amino-1-(1-cyanopiperidin-3-yl)-3-(3-(cyclopentyloxy)-4-methoxyphenyl)-1H-pyrazole-4-carboxamide